bisacryloyl-imidazole C(C=C)(=O)C1=C(N=CN1)C(C=C)=O